N-methyl-2,4,6-triiodoaniline CNC1=C(C=C(C=C1I)I)I